N-(p-Toluenesulfonyl)-L-Tyrosine CC1=CC=C(C=C1)S(=O)(=O)N[C@@H](CC1=CC=C(C=C1)O)C(=O)O